3,5-di-tert-butylphenyl-di-tert-butylanthracene C(C)(C)(C)C=1C=C(C=C(C1)C(C)(C)C)C1=CC=CC2=C(C3=CC=CC=C3C(=C12)C(C)(C)C)C(C)(C)C